[2-[(tert-butyldiphenylsilyl)oxy]ethyl](methyl)amine [Si](C1=CC=CC=C1)(C1=CC=CC=C1)(C(C)(C)C)OCCNC